C(C)(C)(C)N(C(O)=O)C[C@H]1C[C@@H](CC1)N(C1=C2CN(C(C2=CC=C1)=O)C1C(NC(CC1)=O)=O)CCC1CC1.FC=1C=CC=C2CN(C(C12)=O)C1C(NC(CC1)=O)=O 3-(7-fluoro-1-oxo-isoindolin-2-yl)piperidine-2,6-dione tert-butyl-(((1R,3R)-3-((2-cyclopropylethyl)(2-(2,6-dioxopiperidin-3-yl)-1-oxoisoindolin-4-yl)amino)cyclopentyl)methyl)carbamate